N,N-dimethyl-1-propanaminium HCl salt Cl.C[NH+](CCC)C